(1-(7-(2-acetyloxazol-5-yl)quinolin-5-yl)cyclopropyl)-5-(azetidin-2-ylmethoxy)-2-methylbenzamide C(C)(=O)C=1OC(=CN1)C1=CC(=C2C=CC=NC2=C1)C1(CC1)C=1C(=C(C(=O)N)C=C(C1)OCC1NCC1)C